Choline 2,6-dihydroxybenzoic acid OC1=C(C(=O)O)C(=CC=C1)O.OCC[N+](C)(C)C